The molecule is a cytochalasan alkaloid found in Chaetomium globosum. It has a role as a Chaetomium metabolite. It is a cytochalasan alkaloid, a member of indoles and a macrocycle. C[C@H]\\1C/C=C/[C@H]2[C@@H](C(=C)[C@H]([C@@H]3[C@@]2(C(=O)CCC(=O)C(=O)/C(=C1)/C)C(=O)N[C@H]3CC4=CNC5=CC=CC=C54)C)O